[H-].[H-].[H-].[Nd+3] Neodymium trihydride